6-(2-fluoro-4-methoxyphenyl)-7-((2-methylthiazol-4-yl)methoxy)-[1,2,4]triazolo[4,3-a]pyridin-3(2H)-one FC1=C(C=CC(=C1)OC)C=1C(=CC=2N(C1)C(NN2)=O)OCC=2N=C(SC2)C